[Cl-].C(CCCCCCCCCCCCCCC)[NH3+] cetylammonium chloride